4-bromo-benzyl-2-dimethylamino-1-(4-morpholinylphenyl)-butan-1-one BrC1=CC=C(CC(C(=O)C2=CC=C(C=C2)N2CCOCC2)(CC)N(C)C)C=C1